methyl 3-[3-[(3R)-3-amino-8-fluoro-5-[(4-isopropoxyphenyl)methyl]-1,1,4-trioxo-2,3-dihydro-1lambda6,5-benzothiazepin-7-yl]-1,2,4-oxadiazol-5-yl]pyrrolidine-1-carboxylate N[C@H]1CS(C2=C(N(C1=O)CC1=CC=C(C=C1)OC(C)C)C=C(C(=C2)F)C2=NOC(=N2)C2CN(CC2)C(=O)OC)(=O)=O